C(C=C)(=O)N1C(CN(CC1)C1=NC=NC2=CC(=CC=C12)Cl)C#N 1-acryloyl-4-(7-chloroquinazolin-4-yl)piperazine-2-carbonitrile